tert-butyl (1R,5S)-3-((S or R)-2-(3-(dimethylamino) propoxy)-8-fluoro-7-(3-hydroxynaphthalen-1-yl)-6-methylquinazolin-4-yl)-3,8-diazabicyclo[3.2.1]octane-8-carboxylate CN(CCCOC1=NC2=C(C(=C(C=C2C(=N1)N1C[C@H]2CC[C@@H](C1)N2C(=O)OC(C)(C)C)C)C2=CC(=CC1=CC=CC=C21)O)F)C